5-(2-((5-chloropyridin-2-yl)amino)-2-oxoethyl)-5',6'-dihydro-[2,3'-bipyridine]-1'(2'H)-carboxylic acid tert-butyl ester C(C)(C)(C)OC(=O)N1CC(=CCC1)C1=NC=C(C=C1)CC(=O)NC1=NC=C(C=C1)Cl